8-((cyclopropylmethyl)(4-fluorophenyl)amino)-5-methyl-6-oxo-5,6-dihydro-1,5-naphthyridine-2-carbonitrile C1(CC1)CN(C1=CC(N(C=2C=CC(=NC12)C#N)C)=O)C1=CC=C(C=C1)F